(2-(iodophenyl)ethyl)dimethylethoxysilane methyl-2-(chloromethyl)-7-fluoro-3-[(2S)-oxetan-2-ylmethyl]-1,3-benzodiazole-5-carboxylate COC(=O)C1=CC2=C(N=C(N2C[C@H]2OCC2)CCl)C(=C1)F.IC1=C(C=CC=C1)CC[Si](OCC)(C)C